Cl.FC=1C=C(C=NC1F)OC1CC(C1)N (1r,3r)-3-((5,6-difluoropyridin-3-yl)oxy)cyclobutane-1-amine hydrochloride